(3R)-3-(4-chlorophenyl)-2-[(5-chloropyridin-2-yl)methyl]-6-{1-[(2S)-2,4-dimethyl-piperazin-1-yl]-2-hydroxypropan-2-yl}-3-methoxy-2,3-dihydro-1H-isoindol-1-one ClC1=CC=C(C=C1)[C@@]1(N(C(C2=CC(=CC=C12)C(CN1[C@H](CN(CC1)C)C)(C)O)=O)CC1=NC=C(C=C1)Cl)OC